C(C)(C)(C)OC(NCCCN(C)C1=CC=CC=2NC(N(C21)C2CCC(CC2)C(NC2=CC(=C(C=C2)C)OC)=O)=O)=O N-[3-[[1-cis-[4-[(3-methoxy-4-methyl-phenyl)carbamoyl]cyclohexyl]-2-oxo-3H-benzoimidazol-4-yl]-methyl-amino]propyl]carbamic acid tert-butyl ester